(S)-N-(4-((2-chloro-6-fluorophenyl)carbamoyl)-2-fluoro-5-((1,1,1-trifluoropropan-2-yl)oxy)phenyl)-3-(hydroxymethyl)azetidine-1-carboxamide ClC1=C(C(=CC=C1)F)NC(=O)C1=CC(=C(C=C1O[C@H](C(F)(F)F)C)NC(=O)N1CC(C1)CO)F